ethyl (E)-2-amino-2-(((1-(trifluoromethyl)cyclopropane-1-carbonyl)oxy)imino)acetate N/C(/C(=O)OCC)=N/OC(=O)C1(CC1)C(F)(F)F